8-phenyl-3,4-dihydrobenzo[f][1,4]oxazepin-5(2H)-one C1(=CC=CC=C1)C1=CC2=C(C(NCCO2)=O)C=C1